2-{[6-butyl-4-(2-hydroxyphenyl)quinolin-2-yl](methyl)amino}acetic acid C(CCC)C=1C=C2C(=CC(=NC2=CC1)N(CC(=O)O)C)C1=C(C=CC=C1)O